4-[3-chloro-5-(2,6-difluorophenyl)-1,6-dihydropyrazolo[4,3-d][1,3]benzodiazepin-9-yl]morpholine ClC1=NNC2=C1N=C(NC1=C2C=C(C=C1)N1CCOCC1)C1=C(C=CC=C1F)F